2-((4-oxo-3-phenethyl-3,4-dihydropyrido[2,3-d]pyrimidin-2-yl)thio)-N-(thiazol-2-yl)acetamide O=C1C2=C(N=C(N1CCC1=CC=CC=C1)SCC(=O)NC=1SC=CN1)N=CC=C2